Benzyl 4-methylene-2-phenyl-piperidine-1-carboxylate C=C1CC(N(CC1)C(=O)OCC1=CC=CC=C1)C1=CC=CC=C1